5-(benzyloxy)-2-methyl-N-(6-oxopiperidin-3-yl)benzofuran-3-carboxamide C(C1=CC=CC=C1)OC=1C=CC2=C(C(=C(O2)C)C(=O)NC2CNC(CC2)=O)C1